N-ethyl-ethanamine C(C)NCC